FC=1C=C(C=C2C(=NNC12)C1=COC=C1)N 7-fluoro-3-(furan-3-yl)-1H-indazol-5-amine